(S)-14-[(E)-3-(5-chloro-2-tetrazol-1-yl-phenyl)-acryloylamino]-8,16,18-triaza-tricyclo[13.2.1.02,7]octadeca-1(17),2,4,6,15(18)-penta-ene-5-carboxylic acid amide ClC=1C=CC(=C(C1)/C=C/C(=O)N[C@H]1CCCCCNC2=CC(=CC=C2C2=CNC1=N2)C(=O)N)N2N=NN=C2